BrC1=CC=CC(=N1)CNC1=C2N=CN(C2=NC(=N1)C=1C=NC=C(C1)Cl)[C@H]1[C@@H]([C@@H]([C@H](O1)C(=O)NC([2H])([2H])[2H])O)O (2S,3S,4R,5R)-5-(6-((6-bromopyridin-2-yl)methylamino)-2-(5-chloropyridin-3-yl)-9H-purin-9-yl)-3,4-dihydroxyl-N-(methyl-d3)-tetrahydrofuran-2-carboxamide